C1N(C[C@@H]2[C@H]1CNC2)C=2C=CC=1N(C(C=C(N1)C1=NN3C(C(=NC(=C3)C)CCC)=C1)=O)C2 7-[(3aR,6aS)-hexahydropyrrolo[3,4-c]pyrrol-2(1H)-yl]-2-(6-methyl-4-propylpyrazolo[1,5-a]pyrazin-2-yl)-4H-pyrido[1,2-a]pyrimidin-4-one